ClC=1C=C(C=NC1)C1=NC(=C2N=CN(C2=N1)[C@H]1[C@@H]([C@@H]([C@H](O1)C(=O)NCC)O)O)NC (2s,3s,4r,5r)-5-(2-(5-chloropyridin-3-yl)-6-(methylamino)-9H-purin-9-yl)-N-ethyl-3,4-dihydroxytetrahydrofuran-2-carboxamide